ClC1=C(C=CC(=C1)Cl)CN1N=C(C2=CC=CC=C12)NC(=O)C1=C(C=NC=C1)C N-[1-[(2,4-dichlorophenyl)methyl]indazol-3-yl]-3-methyl-pyridine-4-carboxamide